CN1N=C(C=C1C1=CN=C(C2=CC=NC(=C12)OC)NCC1=C(C=CC2=C1CCO2)F)C 4-(1,3-dimethyl-1H-pyrazol-5-yl)-N-((5-fluoro-2,3-dihydrobenzofuran-4-yl)methyl)-5-methoxy-2,6-naphthyridin-1-amine